FC=1C=C(N2N=C(N=CC21)N[C@H]2[C@@H](COCC2)O)C2=NC=C(C=C2)C(C(F)(F)F)(C)OC (3S,4R)-4-((5-fluoro-7-(5-(1,1,1-trifluoro-2-methoxypropan-2-yl)pyridin-2-yl)pyrrolo[2,1-f][1,2,4]triazin-2-yl)amino)tetrahydro-2H-pyran-3-ol